(S)-2-(6-chloro-2-(2-methoxypyridin-4-yl)-1,2,3,4-tetrahydroisoquinoline-8-yl)pyrrolidine-1-carboxylate ClC=1C=C2CCN(CC2=C(C1)[C@H]1N(CCC1)C(=O)[O-])C1=CC(=NC=C1)OC